6-(5-((benzyl((1R,2R)-2-hydroxycyclohexyl)amino)methyl)-1H-tetrazol-1-yl)-3-chloropicolinonitrile C(C1=CC=CC=C1)N([C@H]1[C@@H](CCCC1)O)CC1=NN=NN1C1=CC=C(C(=N1)C#N)Cl